(1s,3s)-3-({1-[2-(difluoromethoxy)-4-(trifluoromethyl)phenyl]-8-fluoropyrrolo[1,2-d][1,2,4]triazin-4-yl}amino)-1-methylcyclobutan-1-ol FC(OC1=C(C=CC(=C1)C(F)(F)F)C=1C=2N(C(=NN1)NC1CC(C1)(O)C)C=CC2F)F